C(C)OOC(CCCCC)=O ethylhexaneperoxoate